1-(3-(((benzyloxy)carbonyl)amino)propyl)-3-(4-bromobutyl)-5-chloro-1H-imidazol-3-ium bromide [Br-].C(C1=CC=CC=C1)OC(=O)NCCCN1C=[N+](C=C1Cl)CCCCBr